CC([C@H](C(=O)NC1(CCC1)C1=CC=C(C(=O)O)C=C1)OCC1=CC=C(C=C1)C(F)(F)F)C (R)-4-(1-(3-methyl-2-((4-(trifluoromethyl)benzyl)oxy)butanamido)cyclobutyl)benzoic acid